(2r,3s,4s,5r)-2-(6-amino-2-chloro-9H-purin-9-yl)-4-fluoro-5-(hydroxymethyl)-tetrahydrofuran-3-ol NC1=C2N=CN(C2=NC(=N1)Cl)[C@@H]1O[C@@H]([C@H]([C@H]1O)F)CO